ClC=1C=CC(=C(C1)C1=C2C(=NC(=C1)C)C(=CS2)C(=O)O)OCCN2C(=NC=1CCC3(CC1C2=O)CN(C3)C3CC3)C 7-(5-chloro-2-(2-(1-cyclopropyl-2'-methyl-4'-oxo-7',8'-dihydro-4'H-spiro[azetidine-3,6'-quinazolin]-3'(5'H)-yl)ethoxy)phenyl)-5-methylthieno[3,2-b]pyridine-3-carboxylic acid